C(CCC)SN butyl-thioamin